CC1=CC=C(C=C1)N(C1=CC=C(C=C1)C)C1=CC(=CC(=C1)N(C1=CC=C(C=C1)C)C1=CC=C(C=C1)C)N(C1=CC=C(C=C1)C)C1=CC=C(C=C1)C 1,3,5-tris[N,N-bis(4-methylphenyl)amino]benzene